isopropyl-titanium bis(ethyl acetoacetate) C(C)CC(CC(=O)[O-])=O.C(C)CC(CC(=O)[O-])=O.C(C)(C)[Ti+2]